1-(4-(diethylamino)phenyl)ethanone C(C)N(C1=CC=C(C=C1)C(C)=O)CC